C(C([2H])([2H])[2H])(C1(CC2=CC=CC=C2C1)C(=O)O)([2H])[2H] 2-(ethyl-d5)indan-2-carboxylic acid